C(C)(C)(C)OC(=O)N[C@@H]([C@@H](C)CC)C(=O)ON1C(CCC1=O)=O 2,5-dioxopyrrolidin-1-yl (tert-butoxycarbonyl)-L-isoleucinate